C(#N)C1=NC2=CC(=CC(=C2N=C1N1CC(C(C1)C)(F)F)C(C)NC1=C(C(=O)O)C=CC=C1)C 2-((1-(2-cyano-3-(3,3-difluoro-4-methylpyrrolidin-1-yl)-7-methylquinoxalin-5-yl)ethyl)amino)benzoic acid